NC1=NC=C(C=N1)C=1C=C2C(=C(C=NC2=CC1)C#N)N1CCC2=CC=C(C=C12)Cl 6-(2-aminopyrimidin-5-yl)-4-(6-chloroindolin-1-yl)quinoline-3-carbonitrile